9-Hydroxy-5-methyl-12-(thiophen-2-yl)-4-thia-2,12-diazatricyclo[7.3.0.03,7]dodeca-1,3(7),5-trien-8-one OC12C(C=3C=C(SC3N=C2N(CC1)C=1SC=CC1)C)=O